[Mn].P(=O)(=O)[Li] phospholithium manganese